COC(=O)C1=CC2=C(N=C(S2)N2CCNCC2)C(=C1)OC 4-methoxy-2-(piperazin-1-yl)benzo[d]thiazole-6-carboxylic acid methyl ester